(R)-1-(4-(2,6-bis(benzyloxy) pyridin-3-yl)-3,5-difluorophenyl) pyrrolidin-3-ylmethanesulfonate N1C[C@@H](CC1)CS(=O)(=O)OC1=CC(=C(C(=C1)F)C=1C(=NC(=CC1)OCC1=CC=CC=C1)OCC1=CC=CC=C1)F